6-(methylsulfonyl)-1,4-oxazepane CS(=O)(=O)C1CNCCOC1